5-(4-bromophenyl)-1,2-diphenyl-1H-benzo[d]imidazole BrC1=CC=C(C=C1)C1=CC2=C(N(C(=N2)C2=CC=CC=C2)C2=CC=CC=C2)C=C1